OC=1C=CC(=C2CNC(C12)=O)C1=CC=2N(C=C1)N=CC2C=2SC=CC2 7-hydroxy-1-oxo-4-[3-(2-thienyl)pyrazolo[1,5-a]pyridin-5-yl]isoindolin